O-(2-aminoethyl)hydroxylamine NCCON